CC1C(CCC(C1)CCC)=O 2-methyl-4-propyl-cyclohexanone